FC(C1=NN(C(=C1)C)C1=NC(=CC=C1C(C)=O)C=1C=NN2C1C=CC(=C2)OC=2N=NC(=CC2)C)F 1-[2-[3-(difluoromethyl)-5-methylpyrazol-1-yl]-6-[6-(6-methylpyridazin-3-yl)oxypyrazolo[1,5-a]pyridin-3-yl]pyridin-3-yl]ethanone